2-((5-chloro-2-(1H-tetrazol-1-yl)phenylamino)-2-oxoethyl)-O-methylhomoserinate ClC=1C=CC(=C(C1)NC(C[C@](N)(CCOC)C(=O)[O-])=O)N1N=NN=C1